N-{(1R)-1-[3-(difluoromethyl)-2-fluorophenyl]ethyl}-6-[di(propan-2-yl)phosphoryl]-2-methylpyrido[3,4-d]pyrimidin-4-amine FC(C=1C(=C(C=CC1)[C@@H](C)NC=1C2=C(N=C(N1)C)C=NC(=C2)P(=O)(C(C)C)C(C)C)F)F